BrC=1C2=C(C(N(C1)C)=O)N(C(=C2)C(=O)NCC)S(=O)(=O)C2=CC=C(C)C=C2 4-bromo-N-ethyl-6-methyl-7-oxo-1-tosyl-6,7-dihydro-1H-pyrrolo[2,3-c]pyridine-2-carboxamide